phenyl-benzothiazole C1=CC=C(C=C1)C2=NC3=CC=CC=C3S2